C1(CC(C=C1)=O)=O 4-cyclopentene-1,3-dione